tert-Butyl 3-(3-(ethoxycarbonyl)phenoxy)azetidine-1-carboxylate C(C)OC(=O)C=1C=C(OC2CN(C2)C(=O)OC(C)(C)C)C=CC1